(R)-6-chloro-3-((1-(2-cyano-3-(5,5-difluoro-2-azaspiro[3.3]heptan-2-yl)-7-methylquinoxalin-5-yl)ethyl)amino)picolinic acid ClC1=CC=C(C(=N1)C(=O)O)N[C@H](C)C1=C2N=C(C(=NC2=CC(=C1)C)C#N)N1CC2(C1)C(CC2)(F)F